4,7-bis(9H-carbazol-9-yl)-1,10-phenanthroline C1=CC=CC=2C3=CC=CC=C3N(C12)C1=CC=NC2=C3N=CC=C(C3=CC=C12)N1C2=CC=CC=C2C=2C=CC=CC12